FC1(C(C1)C1=C(C=C(C=C1F)F)C1C2=C(NC(=C1C(=O)OC)CF)COC2=O)F methyl 4-(2-(2,2-difluorocyclopropyl)-3,5-difluorophenyl)-2-(fluoromethyl)-5-oxo-1,4,5,7-tetrahydrofuro[3,4-b]pyridine-3-carboxylate